C1(CCCC1)C(C)OC(=O)NC1=C(N=NN1C)C1=CC=C(C(=N1)C)C#CC1(CC1)CC(=O)O 2-(1-((6-(5-(((1-cyclopentylethoxy)carbonyl)amino)-1-methyl-1H-1,2,3-triazol-4-yl)-2-methylpyridin-3-yl)ethynyl)cyclopropyl)acetic acid